N1C(C2(C=3C1=NC=CC3)CCNCCC2)=O spiro[azepan-4,3'-pyrrolo[2,3-b]pyridine]-2'(1'H)-one